2-(5-(cyanomethyl)-4-(4-methoxybenzyl)piperazin-2-yl)-N-(2-hydroxyethyl)-N-methylacetamide C(#N)CC1N(CC(NC1)CC(=O)N(C)CCO)CC1=CC=C(C=C1)OC